BrC1=CC=C(C=C1)C1=NOC(=N1)C1CC1 3-(4-bromophenyl)-5-cyclopropyl-1,2,4-oxadiazole